C[C@@H]1[C@@H]([C@@H]([C@@H]([C@H](O1)O)O)O)O The molecule is a deoxytalose that is alpha-D-talopyranose in which the hydroxy goroup at position 6 has been replaced by a hydrogen.